5-(4-Chlorophenyl)-1-(2,4-dichlorophenyl)-4-methyl-N-(3-((2-(2-((7-nitrobenzo[c][1,2,5]oxadiazol-4-yl)oxy)ethoxy)ethyl)carbamoyl)pentan-3-yl)-1H-pyrazole-3-carboxamide ClC1=CC=C(C=C1)C1=C(C(=NN1C1=C(C=C(C=C1)Cl)Cl)C(=O)NC(CC)(CC)C(NCCOCCOC1=CC=C(C2=NON=C21)[N+](=O)[O-])=O)C